2-(Trifluoromethoxy)benzyl bromide FC(OC1=C(CBr)C=CC=C1)(F)F